C(CCC)C=1N=NN(C1)C1=CC=C(C(=O)NNC(C2=C(C=CC=C2)C(F)(F)F)=O)C=C1 N'-(4-(4-butyl-1H-1,2,3-triazol-1-yl)benzoyl)-2-(trifluoromethyl)benzohydrazide